O1CC(C1)CC(=O)SCCOP(=O)(OCCSC(CC1COC1)=O)C(C1=CC=C2C=CC(=CC2=C1)C(=O)OC1=C(C(=C(C(=C1F)F)F)F)F)(F)F perfluorophenyl 7-((bis(2-((2-(oxetan-3-yl) acetyl) thio) ethoxy) phosphoryl) difluoromethyl)-2-naphthoate